N1=C(N=C(N=C1S)S)S s-triazine-2,4,6-trithiol